CC=1C=C(C=CC1N1CCOCC1)B(O)O 3-METHYL-4-MORPHOLINOPHENYLBORONIC ACID